OC=1C=CC2=C(SC3=C2C=CC=C3O)C1 3,6-dihydroxydibenzothiophene